NN1C(N(C2=CC=C(C=C2C1=O)S(=O)(=O)NC1(CC1)C)CC1CCCCC1)=O 3-amino-1-(cyclohexylmethyl)-N-(1-methylcyclopropyl)-2,4-dioxo-1,2,3,4-tetrahydroquinazoline-6-sulfonamide